4-[4-(pentafluorobenzoyl)aminophenyl]butyric acid FC1=C(C(=C(C(=C1C(=O)NC1=CC=C(C=C1)CCCC(=O)O)F)F)F)F